CN1N=C(C=C1)CCO 2-(1-methyl-1H-pyrazol-3-yl)ethan-1-ol